4-(1,1,2-trifluoro-2-(perfluoropropoxy)ethoxy)benzoic acid FC(C(OC(C(C(F)(F)F)(F)F)(F)F)F)(OC1=CC=C(C(=O)O)C=C1)F